C1(CC1)CS(=O)(=O)N cyclopropylmethane-sulfonamide